5-[2-[tert-butyl(dimethyl)silyl]ethynyl]-2-iodo-3-methyl-phenol [Si](C)(C)(C(C)(C)C)C#CC=1C=C(C(=C(C1)O)I)C